P(O)(=O)(OP(=O)(O)OP(=O)(O)O)OC[C@@H]1[C@H]([C@H]([C@@H](O1)N1C(=O)N=C(N)C=C1)N)O 2'-Amino-2'-deoxy-cytidine-triphosphate